C12CNCC(CC1)N2C=2SC=1CN(CCC1N2)C(COC2=C(C=CC=C2)OC(F)F)=O 1-(2-(3,8-diazabicyclo[3.2.1]octan-8-yl)-6,7-dihydrothiazolo[5,4-c]pyridin-5(4H)-yl)-2-(2-(difluoromethoxy)phenoxy)ethan-1-one